2-(Sec-butyl)isoindol-1-one C(C)(CC)N1C(C2=CC=CC=C2C1)=O